O[C@H]1C[C@@H](CCC1)N1C(C2(C3=C1N=C(N=C3)NC=3C(=NNC3)OC3CN(C3)CC(F)(F)F)CC2)=O 7'-((1R,3R)-3-hydroxycyclohexyl)-2'-((3-((1-(2,2,2-trifluoroethyl)azetidin-3-yl)oxy)-1H-pyrazol-4-yl)amino)spiro[cyclopropane-1,5'-pyrrolo[2,3-d]pyrimidin]-6'(7'H)-one